mono-tertiary butyl-cresol C(C)(C)(C)C1=C(C(=CC=C1)O)C